N1=CC(C2=C1CCCCCCCCC2)=O Azolocycloundecan-3-one